ClC=1C=NN2C1C(=CC(=C2)C=2C=NN(C2C)C2CCN(CC2)CC2CN(C2)C(C=C)=O)OC 1-(3-((4-(4-(3-chloro-4-methoxypyrazolo[1,5-a]pyridin-6-yl)-5-methyl-1H-pyrazol-1-yl)piperidin-1-yl)methyl)azetidin-1-yl)prop-2-en-1-one